OC1=C(C=C(C=C1C(C)(C)C)C(C)(C)C)N1N=C2C(=N1)C=CC(=C2)Cl 2-(2'-hydroxy-3',5'-di-tertiary butylphenyl)-5-chlorobenzotriazole